O=C(CC1CCN(CC1)C(=O)OC(C)(C)C)N1CCN(CC1)C1=CC=C(C=C1)NC1=C2N=CN(C2=NC=N1)C1CC(C1)NC(CC1=CC=CC=C1)=O tert-butyl 4-(2-oxo-2-(4-(4-((9-((1s,3s)-3-(2-phenylacetamido) cyclobutyl)-9H-purin-6-yl)amino)phenyl)piperazin-1-yl)ethyl)piperidine-1-carboxylate